NC1=C(CCO)C=C(C=C1)N 2,5-diaminophenethyl alcohol